5-(2-(2-aminopyridin-3-yl)-5-phenyl-3H-imidazo[4,5-b]pyridin-3-yl)-N-(4-bromo-2-fluorophenyl)picolinamide NC1=NC=CC=C1C1=NC=2C(=NC(=CC2)C2=CC=CC=C2)N1C=1C=CC(=NC1)C(=O)NC1=C(C=C(C=C1)Br)F